6-((2-(2,5-dioxo-2,5-dihydro-1H-pyrrol-1-yl)ethyl)amino)-6-oxohexanoic acid O=C1N(C(C=C1)=O)CCNC(CCCCC(=O)O)=O